2-phenethyl-6-(pyridin-4-yl)isoquinolin-1(2H)-one C(CC1=CC=CC=C1)N1C(C2=CC=C(C=C2C=C1)C1=CC=NC=C1)=O